5-bromo-2-(2,6-dibenzyloxy-3-pyridyl)-3-fluoro-4-methyl-pyridine BrC=1C(=C(C(=NC1)C=1C(=NC(=CC1)OCC1=CC=CC=C1)OCC1=CC=CC=C1)F)C